(2s)-2-amino-4-((s)-4,4,4-trifluoro-3-hydroxy-3-phenylbutylsulfonimidoyl)butanoic acid N[C@H](C(=O)O)CC[S@@](=O)(=N)CCC(C(F)(F)F)(C1=CC=CC=C1)O